N2-(4-benzylsulfanyl-2-methyl-phenyl)-5-bromo-N4-cyclopentyl-pyrimidine-2,4-diamine C(C1=CC=CC=C1)SC1=CC(=C(C=C1)NC1=NC=C(C(=N1)NC1CCCC1)Br)C